8-iodo-N,N-bis[(4-methoxyphenyl)methyl]-2-(morpholin-4-yl)pyrazolo[1,5-a][1,3,5]triazin-4-amine IC=1C=NN2C1N=C(N=C2N(CC2=CC=C(C=C2)OC)CC2=CC=C(C=C2)OC)N2CCOCC2